NC1=C(C=C(C=C1F)C(=O)C1=CC=C2C(=CC=CN12)C1=C(C2=C(N(C(=N2)C)C)C=C1C)Cl)F (4-amino-3,5-difluorophenyl)(8-(4-chloro-1,2,6-trimethyl-1H-benzo[d]imidazol-5-yl)indolizin-3-yl)methanone